C(C=C)(=O)ON O-acryloylhydroxylamine